C(C=C)(=O)OC(C(C(C(C(C(CCCCOC(C=C)=O)(F)F)(F)F)(F)F)(F)F)(F)F)(F)F dodecafluoro-1,10-decanediol diacrylate